2-(2,3-dihydropyrrolo[3',2':5,6]pyrido[2,3-b][1,4]oxazin-1(6H)-yl)-5-fluorobenzamide N1(C2=C(OCC1)N=C1C(=C2)C=CN1)C1=C(C(=O)N)C=C(C=C1)F